C1(CCCCC1)[C@H](CO)NC(=O)C1C2(C1)COC1=C2C=C(C=C1)F N-[(1R)-1-Cyclohexyl-2-hydroxyethyl]-5-fluoro-2H-spiro[1-benzofuran-3,1'-cyclopropane]-2'-carboxamide